4-fluoro-3-methyl-N-(3-(pyrrolidin-1-yl)propyl)aniline methyl-4-(difluoromethylene)-1,3-dimethylpiperidine-3-carboxylate COC(=O)C1(CN(CCC1=C(F)F)C)C.FC1=C(C=C(NCCCN2CCCC2)C=C1)C